OCC(C)N1N=CC=C1C(=O)O 2-(2-hydroxy-1-methyl-ethyl)pyrazole-3-carboxylic acid